FC=1C(=CC(=C(C1)N1C(C=CC2=CC(=CC=C12)S(=O)(=O)N(CC1=CC=C(C=C1)OC)C1=NOC=C1)=O)OC)SCC(F)(F)F racemic-1-(5-fluoro-2-methoxy-4-((2,2,2-trifluoroethyl)thio)phenyl)-N-(isoxazol-3-yl)-N-(4-methoxybenzyl)-2-oxo-1,2-dihydroquinoline-6-sulfonamide